1,8-naphthyridin-2(1H)-one dihydrochloride Cl.Cl.N1C(C=CC2=CC=CN=C12)=O